C(C1=CC=CC=C1)NC(N(C1=CC=C(C=C1)C=1C=NN(C1)C)[C@@H]1CC[C@H](CC1)NC1=NC=C(C(=N1)NCCO)C#N)=O 3-benzyl-1-(trans-4-((5-cyano-4-((2-hydroxyethyl)-amino)pyrimidin-2-yl)amino)-cyclohexyl)-1-(4-(1-methyl-1H-pyrazol-4-yl)-phenyl)urea